trans-N-(4-(2-Ethyloxazol-4-yl)pyridin-2-yl)-4-hydroxy-N-((trans-4-(5-methoxy-6-methylpyridin-2-yl)cyclohexyl)methyl)cyclohexane-carboxamide C(C)C=1OC=C(N1)C1=CC(=NC=C1)N(C(=O)[C@@H]1CC[C@H](CC1)O)C[C@@H]1CC[C@H](CC1)C1=NC(=C(C=C1)OC)C